P(=O)(OC1=CC=NC=CN=CC=NC=CN=CCO1)(O)O OXA[4,7,10,13]TETRAAZACYCLOHEXADECIN-16-YL DIHYDROGEN PHOSPHATE